(3-chloro-4-iodo-1H-indol-7-yl)-3-cyanobenzenesulfonamide ClC1=CNC2=C(C=CC(=C12)I)C1=C(C=CC=C1C#N)S(=O)(=O)N